O=C1NC(CCC1N1C(C2=CC=C(C=C2C1=O)CN(C)CC1=CC=C(C=C1)C=1OC2=C(C1)C=C(C=C2C(=O)N)F)=O)=O 2-(4-((((2-(2,6-dioxopiperidin-3-yl)-1,3-dioxoisoindolin-5-yl)methyl)(methyl)amino)methyl)phenyl)-5-fluorobenzofuran-7-carboxamide